ClC1=C(C(=C(C(=N1)NC1=NN(C(=C1)C)C1OCCCC1)OC)C=1C=NN(C1)C)F 6-chloro-5-fluoro-3-methoxy-N-(5-methyl-1-(tetrahydro-2H-pyran-2-yl)-1H-pyrazol-3-yl)-4-(1-methyl-1H-pyrazol-4-yl)pyridin-2-amine